The molecule is a 3-hydroxy fatty acyl-CoA that results from the formal condensation of the thiol group of coenzyme A with the carboxy group of (3R,9Z,12Z,15Z,18Z)-3-hydroxytetracosatetraenoic acid. It is a (R)-3-hydroxyacyl-CoA, a 3-hydroxy fatty acyl-CoA, an unsaturated fatty acyl-CoA and a very long-chain fatty acyl-CoA. It is a conjugate acid of a (3R,9Z,12Z,15Z,18Z)-3-hydroxytetracosatetraenoyl-CoA(4-). CCCCC/C=C\\C/C=C\\C/C=C\\C/C=C\\CCCCC[C@H](CC(=O)SCCNC(=O)CCNC(=O)[C@@H](C(C)(C)COP(=O)(O)OP(=O)(O)OC[C@@H]1[C@H]([C@H]([C@@H](O1)N2C=NC3=C(N=CN=C32)N)O)OP(=O)(O)O)O)O